N1N=C(C=2C=NC=CC21)C#N pyrazolo[4,3-c]pyridine-3-carbonitrile